2-Cyano-N-[2,2-diethyl-4-(ethylthio)butyl]-4',5-bis(trifluoromethyl)-(1,1-biphenyl)-4-carboxamide C(#N)C1=C(C=C(C(=C1)C(=O)NCC(CCSCC)(CC)CC)C(F)(F)F)C1=CC=C(C=C1)C(F)(F)F